C(C)(=O)NC1=CC=C(C=C1)NC(=O)[C@@H]1CN([C@H](O1)C(F)(F)F)C1=CC(=C(C=C1)[N+](=O)[O-])Cl (2R,5S)-N-(4-Acetamidophenyl)-3-(3-chloro-4-nitrophenyl)-2-(trifluoromethyl)oxazolidin-5-carboxamid